1-(dimethylamino)propan-2-one CN(CC(C)=O)C